5α-hydroxy-6-ketocholesterol CC(C)CCCC(C)C1CCC2[C@@]1(CCC3C2CC(=O)C4([C@@]3(CC[C@@H](C4)O)C)O)C